C(CCC)C1=C(C(=O)N)C=CC=N1 n-butyl-nicotinamide